5-(5-(3,5-dichlorophenyl)-5-(trifluoromethyl)-4,5-dihydroisoxazol-3-yl)-N-(2-methoxyethyl)-3-methyl-5,6-dihydro-4H-thieno[2,3-c]pyrrole-2-carboxamide ClC=1C=C(C=C(C1)Cl)C1(CC(=NO1)N1CC2=C(C1)C(=C(S2)C(=O)NCCOC)C)C(F)(F)F